Cl.C1OC(N2C1CNCC2)=O 1,5,6,7,8,8a-hexahydrooxazolo[3,4-a]pyrazin-3-one hydrochloride